C(C1=CC=CC=C1)SC1=NC(=CC(=C1)C(C)(C)O)C(F)(F)F 2-[2-(benzylsulfanyl)-6-(trifluoromethyl)pyridin-4-yl]propan-2-ol